O[C@H]1C(O[C@@H]([C@H]([C@@H]1O)O)CO)=O (3R,4S,5S,6R)-3,4,5-trihydroxy-6-(hydroxymethyl)tetrahydro-2H-pyran-2-one